FC=1C=C(C=CC1)C1=CC(=CC=C1F)C[C@@H]1N(CC[C@@H]1NS(=O)(=O)C)C(=O)OCC ethyl cis-2-((3',6-difluorobiphenyl-3-yl)methyl)-3-((methylsulfonyl)amino)pyrrolidine-1-carboxylate